CC=1C(=C2C=CN=C(C2=CC1)NC1=CC(=CC=C1)C(F)(F)F)[N+](=O)[O-] 6-methyl-5-nitro-N-(3-(trifluoromethyl)phenyl)isoquinolin-1-amine